CC=1C=C(N=NC1)C(=O)NC1CN(C1)CC(F)(F)F 5-methyl-N-(1-(2,2,2-trifluoroethyl)azetidin-3-yl)pyridazine-3-carboxamide